CN(C(=O)C1=CC=C(C=C1)C=1C=CC(=NC1)NC=1C=C(C=NC1)NC(CCC=1C=C(C=CC1)NC(CCCCCNC(OC(C)(C)C)=O)=O)=O)C tert-butyl (6-((3-(3-((5-((5-(4-(dimethylcarbamoyl)phenyl)pyridin-2-yl)amino)pyridin-3-yl)amino)-3-oxopropyl)phenyl)amino)-6-oxohexyl)carbamate